nickel (II) 1,2-dimethoxyethane COCCOC.[Ni+2]